2-chloro-4-(4-(1-(2-chlorophenylsulfonyl)-1,2,3,6-tetrahydropyridin-4-yl)pyridin-2-yl)-N,N-dimethylbenzamide ClC1=C(C(=O)N(C)C)C=CC(=C1)C1=NC=CC(=C1)C=1CCN(CC1)S(=O)(=O)C1=C(C=CC=C1)Cl